N[C@@H](C(=O)N)CCCCNC(=O)NCC(COC(CO)CO)(CO)COC(CO)CO (R)-2-amino-6-(3-(3-((1,3-dihydroxypropan-2-yl)oxy)-2-(((1,3-dihydroxypropan-2-yl)oxy)methyl)-2-(hydroxymethyl)propyl)ureido)hexanamide